O=C1C=CN(C2=CC=CC=C12)CC(=O)NN (4-oxo-4H-quinolin-1-yl)-acethydrazide